2-amino-1-(3-((5-fluoropyrimidin-2-yl)amino)-8,8-dimethyl-2-(3,4,5-trifluorophenyl)-5,6-dihydroimidazo[1,2-a]pyrazin-7(8H)-yl)ethan-1-one NCC(=O)N1C(C=2N(CC1)C(=C(N2)C2=CC(=C(C(=C2)F)F)F)NC2=NC=C(C=N2)F)(C)C